CN([Si](O[SiH](C)C)(O[SiH](C)C)O[SiH](C)C)C 3-dimethylamino-3-(dimethylsiloxy)-1,1,5,5-tetramethyltrisiloxane